N1(C=NC=C1)C1=CC(=NC=C1)C(=O)NC1=NC=CC=C1 4-(1H-imidazol-1-yl)-N-(pyridin-2-yl)picolinamide